5-((5-(3-Chlorophenyl)-6-methoxypyridin-3-yl)methyl)pyrazin ClC=1C=C(C=CC1)C=1C=C(C=NC1OC)CC=1N=CC=NC1